dicyclopentanyl peroxydicarbonate C(=O)(OC1CCCC1)OOC(=O)OC1CCCC1